C1(=CC=C(C=C1)NS(=O)(=O)C1=C(C=CC=C1)NC(=O)NS(=O)(=O)C1=CC=C(C)C=C1)C N-(4-tolyl)-2-(3-tosylureido)benzenesulfonamide